4-(2-acryloyl-2,6-diazaspiro[3.4]octan-6-yl)-6-(3-hydroxy-3,4-dihydroquinolin-1(2H)-yl)-2-morpholinopyrimidine-5-carbonitrile C(C=C)(=O)N1CC2(C1)CN(CC2)C2=NC(=NC(=C2C#N)N2CC(CC1=CC=CC=C21)O)N2CCOCC2